3-(benzyloxy)tetrahydro-4H-pyran-4-one C(C1=CC=CC=C1)OC1COCCC1=O